4-amino-2,6-dibromophenol NC1=CC(=C(C(=C1)Br)O)Br